6,7-difluoro-1-methyl-N-(3-(4,4,4-trifluoro-3,3-dimethylbut-1-yn-1-yl)phenyl)-[1,2,4]triazolo[4,3-a]quinazolin-5-amine FC1=C2C(=NC=3N(C2=CC=C1F)C(=NN3)C)NC3=CC(=CC=C3)C#CC(C(F)(F)F)(C)C